FC1=CC=C2C=CC(N(C2=C1)CCO)=O 7-fluoro-1-(2-hydroxyethyl)-2-oxo-1,2-dihydroquinoline